OC12CC(C1)(C2)C(=O)O 3-hydroxybicyclo[1.1.1]pentane-1-carboxylic acid